NCCCCCCOCCCC1=C2CN(C(C2=CC=C1)=O)C1C(NC(CC1)=O)=O 3-(4-(3-((6-aminohexyl)oxy)propyl)-1-oxoisoindolin-2-yl)piperidine-2,6-dione